6-Bocamino-2H-1,4-benzoxazine-3(4H)-one C(=O)(OC(C)(C)C)NC=1C=CC2=C(NC(CO2)=O)C1